FC1=CC=C(C=C1)C1=C(CCC(C1)(C)C)CN1CCN(CC1)C(=O)C=1C=C2CN(C(C2=CC1)=O)C1C(NC(CC1)=O)=O 3-(5-(4-((4'-fluoro-5,5-dimethyl-3,4,5,6-tetrahydro-[1,1'-biphenyl]-2-yl)methyl)piperazine-1-carbonyl)-1-oxoisoindoline-2-yl)piperidine-2,6-dione